CN1C(C(=CC2=C1N=CN=C2N[C@H](C)C2=CC(=CC=C2)C(F)(F)F)[C@H]2CN(CCC2)C)=O 8-Methyl-6-((S)-1-methylpiperidin-3-yl)-4-(((R)-1-(3-(trifluoromethyl)phenyl)ethyl)amino)pyrido[2,3-d]pyrimidin-7(8H)-one